(E)-5-(3-oxo-3-(1-(4-(trifluoromethyl)phenyl)cyclobutoxy)prop-1-en-1-yl)tetrazol-1-ide ammonium salt [NH4+].O=C(/C=C/C1=NN=N[N-]1)OC1(CCC1)C1=CC=C(C=C1)C(F)(F)F